F[C@@H]1CNCC[C@@H]1NC([O-])=O ((3R,4S)-3-fluoropiperidin-4-yl)carbamate